CC=1C=C(C=C(C1)C)C1CC2(CN(C2)C(=O)C2CC3(C2)NC(OC3)=O)C1 2-(6-(3,5-Dimethylphenyl)-2-azaspiro[3.3]heptane-2-carbonyl)-7-oxa-5-azaspiro[3.4]octan-6-one